ClC=1C(=CC2=C(C[C@](O2)(C2=CC=CC=C2)CNC([2H])([2H])[2H])C1C1=C(C(=O)N)C=CC(=C1F)OC(C([2H])([2H])O)([2H])[2H])F 2-((2S,4S)-5-chloro-6-fluoro-2-(((methyl-d3)amino)methyl)-2-phenyl-2,3-dihydrobenzofuran-4-yl)-3-fluoro-4-(2-hydroxyethoxy-1,1,2,2-d4)benzamide